N,N'-didodecylhexamethylenediamine C(CCCCCCCCCCC)NCCCCCCNCCCCCCCCCCCC